C5-methyl-4-nitro-1-(tetrahydro-2H-pyran-2-yl)-1H-pyrazole-3-carboxylic acid ethyl ester C(C)OC(=O)C1=NN(C(=C1[N+](=O)[O-])C)C1OCCCC1